O[C@H]1[C@H](CC[C@@]2([C@H]3CC[C@]4([C@H]([C@@H]3CC[C@@H]12)CC[C@@H]4[C@H](C)CCC(=O)OC)C)C)OC(C)=O acetic acid-(1R,3aS,3bS,5aR,6R,7S,9aR,9bS,11aR)-6-hydroxy-1-[(2R)-5-methoxy-5-oxopentan-2-yl]-9a,11a-dimethylhexadecahydro-1H-cyclopenta[1,2-i]phenanthrene-7-yl ester